FC1=C(C=C(C=C1)C=1C=C2C(=NC1)N(CN2CC2=NC=CC=C2)C)C 6-(4-fluoro-3-methyl-phenyl)-3-methyl-1-(2-pyridylmethyl)imidazo[4,5-b]Pyridine